1-(5-tert-butyl-2H-pyrazol-3-yl)-3-(4-{5-[3-(4-methyl-piperazin-1-yl)-propoxy]-benzimidazol-1-yl}-phenyl)-urea C(C)(C)(C)C=1C=C(NN1)NC(=O)NC1=CC=C(C=C1)N1C=NC2=C1C=CC(=C2)OCCCN2CCN(CC2)C